Dimethyl-1-(4-fluorobenzoyl)-5-methylpyrrolo[1,2-a]quinoline-2,3-dicarboxylate COC(=O)C=1C(=C2N(C3=CC=CC=C3C(=C2)C)C1C(C1=CC=C(C=C1)F)=O)C(=O)OC